2,2'-Methylenebis[6-(2H-benzotriazol-2-yl)-4-t-octylphenol] C(C1=C(C(=CC(=C1)C(C)(C)CC(C)(C)C)N1N=C2C(=N1)C=CC=C2)O)C2=C(C(=CC(=C2)C(C)(C)CC(C)(C)C)N2N=C1C(=N2)C=CC=C1)O